O1C(=CC=C1)CNC 1-(2-furyl)-N-methylmethanamine